8-phenyl-6,8-dihydro-5H-[1,2,4]triazolo[5,1-c][1,4]oxazine-2-carboxylic acid C1(=CC=CC=C1)C1OCCN2C1=NC(=N2)C(=O)O